tert-Butyl 4-[[1-[3-[(2-methylpyrazolo[1,5-a]pyrimidin-6-yl)carbamoyl]phenyl]-3-(trifluoromethyl)-4,5,6,7-tetrahydroindazol-7-yl]oxy]benzoate CC1=NN2C(N=CC(=C2)NC(=O)C=2C=C(C=CC2)N2N=C(C=3CCCC(C23)OC2=CC=C(C(=O)OC(C)(C)C)C=C2)C(F)(F)F)=C1